C(C(=O)O)(=O)O.C(C1=CC=CC=C1)NN benzylhydrazine oxalate salt